5-({5-[(1S,3R)-3-hydroxycyclopentyl]-2-(2-methylpropan-2-yl)pyrazol-3-yl}amino)-3-methoxy-2,3-dihydro-1λ6-benzothien-1,1-dione O[C@H]1C[C@H](CC1)C=1C=C(N(N1)C(C)(C)C)NC=1C=CC2=C(C(CS2(=O)=O)OC)C1